4-pentynyl p-tosylate CC1=CC=C(C=C1)S(=O)(=O)OCCCC#C